NC1=C(C=C(C=N1)C=1C=C2N(N1)CCC21CN(CC1)C(=O)NC(C)(C)C1=C(C=NC=C1)Cl)OC(F)(F)F 2'-[6-amino-5-(trifluoromethoxy)pyridin-3-yl]-N-[2-(3-chloropyridin-4-yl)propan-2-yl]-5',6'-dihydrospiro[pyrrolidine-3,4'-pyrrolo[1,2-b]pyrazole]-1-carboxamide